NC12CCC(CC1)(CC2)C(=O)NCC2=NC=C(C=C2)C(F)(F)F (2R)-4-amino-N-((5-(trifluoromethyl)pyridin-2-yl)methyl)bicyclo[2.2.2]octane-1-carboxamide